ClC1=CC=C(C=C1)N1C=NC(=C1)[C@H](C)N (S)-1-(1-(4-chlorophenyl)-1H-imidazol-4-yl)ethylamine